C(=O)(O)CNC1=CC=CC=C1 carboxymethylaniline